The molecule is a 2-aminopyrimidin-4(1H)-one derivative bearing a 1,3-benzodioxol-5-ylmethyl group at the 5-position and with a 4-(5-methyl-(1H)imidazol-4-yl)-3-thiabutyl substituent attached to the 2-amino group. It is a specific histamine H2-receptor antagonist. It has a role as an anti-ulcer drug and a H2-receptor antagonist. It is a member of imidazoles, a pyrimidone and a member of benzodioxoles. CC1=C(N=CN1)CSCCNC2=NC=C(C(=O)N2)CC3=CC4=C(C=C3)OCO4